N[C@@]1([C@@H](O[C@@H]([C@H]1O)CO)N1C=NC=2C(N)=NC=NC12)O 2'-amino-adenosine